4-{2-cyclopropyl-6-[6-(hydroxymethyl)-5-methoxy-1-oxo-3H-isoindol-2-yl]pyridin-4-yl}-3-(4-methyl-1,2,4-triazol-3-yl)benzonitrile C1(CC1)C1=NC(=CC(=C1)C1=C(C=C(C#N)C=C1)C1=NN=CN1C)N1C(C2=CC(=C(C=C2C1)OC)CO)=O